C(C)OC(=O)C1(CC2=CC=CC=C2C(C1)C(NC1=CC=C(C=C1)C(=O)OCC)=O)C(=O)OCC 4-((4-(ethoxycarbonyl)phenyl)carbamoyl)-3,4-dihydronaphthalene-2,2(1H)-dicarboxylic acid diethyl ester